ClC1=CC(=C(C=N1)C1=NC=C(C=C1)N1CCC(CC1)N(C)C)F 1-(6'-chloro-4'-fluoro-[2,3'-bipyridin]-5-yl)-N,N-dimethylpiperidin-4-amine